N1N=CC2=CC(=CC=C12)N1C=CC=2C1=NC=C(C2)C(=O)N2CCCCC2 (1-(1H-indazol-5-yl)-1H-pyrrolo[2,3-b]pyridin-5-yl)(piperidin-1-yl)methanone